7-chloro-3-(2,2,2-trifluoroethyl)thieno[3,2-b]pyridine-2-carbonitrile ClC1=C2C(=NC=C1)C(=C(S2)C#N)CC(F)(F)F